C(C)OC(NCCC[Si](OC)(OC)OC)=O N-[3-(trimethoxysilyl)propyl]-carbamic acid ethyl ester